C1(=C(C(=CC(=C1)C)C)S(=O)(=O)N[C@@H](C(C)C)C(=O)O)C (mesitylenesulfonyl)valine